FC=1C=CC(=NC1CO)NC(OC(C)(C)C)=O tert-butyl (5-fluoro-6-(hydroxymethyl)pyridin-2-yl)carbamate